N-butyl-N'-stearoylurea C(CCC)NC(=O)NC(CCCCCCCCCCCCCCCCC)=O